N-(4-(3-(4-(4-Acetylpiperazin-1-yl)pyrimidin-2-yl)imidazo[1,2-a]pyrazin-6-yl)phenyl)acetamide C(C)(=O)N1CCN(CC1)C1=NC(=NC=C1)C1=CN=C2N1C=C(N=C2)C2=CC=C(C=C2)NC(C)=O